C(C=C)(=O)O.C(=C)C(CO)O vinylethylene glycol acrylate